(1r,4r)-4-((2-(difluoromethoxy)-6-methoxypyridin-3-yl)carbamoyl)-4-(2-isopropylphenyl)-1-methylcyclohexane-1-carboxylic acid FC(OC1=NC(=CC=C1NC(=O)C1(CCC(CC1)(C(=O)O)C)C1=C(C=CC=C1)C(C)C)OC)F